ClC1=C(C(=CC=C1)O)C1=C(C2=C(CN3[C@@H](CO2)CN(CC3)C(C=C)=O)C=C1C#C)F 1-[(12AR)-9-(2-chloro-6-hydroxyphenyl)-8-ethynyl-10-fluoro-3,4,12,12a-tetrahydro-6H-pyrazino[2,1-c][1,4]benzoxazepin-2(1H)-yl]prop-2-en-1-one